CC1(C[C@H](C2=C(C=CC=C12)N1N=CC(=C1)C(=O)N)C)C (3R)-(1,1,3-trimethyl-2,3-dihydro-1H-inden-4-yl)-1H-pyrazole-4-carboxamide